FC1=C(C(=CC(=C1)CNC1=NOC(=C1)C)O)N1CC(NS1(=O)=O)=O 5-(2-fluoro-6-hydroxy-4-(((5-methylisoxazol-3-yl)amino)methyl)phenyl)-1,2,5-thiadiazolidin-3-one 1,1-dioxide